COC1=C(C(=CC=C1)OC)N1C(=NC=2C1=NC(=CN2)C(C(C)(C)O)S(=O)(=O)N)C2=NC(=CC=C2)OCC 1-(2,6-Dimethoxyphenyl)-2-(6-ethoxypyridin-2-yl)-1H-imidazo[4,5-b]pyrazin-6-yl-2-hydroxy-2-methylpropane-1-sulfonamide